nickel-gold-nickel [Ni].[Au].[Ni]